FC=1C=C2C(=CNC2=CC1)C[C@@H]1NCCC1 5-Fluoro-3-{[(2R)-pyrrolidin-2-yl]methyl}-1H-indol